2-ethyl-5-methyl-1H-imidazole C(C)C=1NC(=CN1)C